OC[C@H](C(C)C)NC(=O)C1=CC(=NN1C)C1=NC(=NC=C1)NC1=CC(=CC=C1)C N-[(2S)-1-hydroxy-3-methylbutan-2-yl]-1-methyl-3-{2-[(3-methylphenyl)amino]pyrimidin-4-yl}-1H-pyrazole-5-carboxamide